(2-((2-Chloro-4-((3,4-dimethylbenzyl)amino)-5-nitrophenethyl)(methyl)amino)ethyl)(methyl)carbamic acid ClC1=C(CCN(CCN(C(O)=O)C)C)C=C(C(=C1)NCC1=CC(=C(C=C1)C)C)[N+](=O)[O-]